ClC1=C(C=C(C=C1)C(F)(F)F)O 2-chloro-5-(trifluoromethyl)phenol